N1[C@@H](CCCC1)C(=O)OC methyl (S)-piperidine-2-carboxylate